NC1=NC(=NC=N1)C=1C=C(C=C(C1)Cl)[C@@H]1COCCN1C(C(=C)C(F)(F)F)=O (R)-1-(3-(3-(4-amino-1,3,5-triazin-2-yl)-5-chlorophenyl)morpholino)-2-(trifluoromethyl)prop-2-en-1-one